2-methyl-N-[3-chloro-4-[4-[2-(4-hydroxy-4-piperidinyl)acetyl]piperazine-1-carbonyl]phenyl]-5-[6-(dimethylamino)-2,5-difluoro-3-pyridinyl]-imidazole-2-carboxamide CC1(N=C(C=N1)C=1C(=NC(=C(C1)F)N(C)C)F)C(=O)NC1=CC(=C(C=C1)C(=O)N1CCN(CC1)C(CC1(CCNCC1)O)=O)Cl